(1-methyl-propyl)-phenyl-amine CC(CC)NC1=CC=CC=C1